(S)-N'-((3-fluoro-2,6-diisopropyl-phenyl)carbamoyl)-2-(2-hydroxy-propan-2-yl)thiazole-5-sulfonimidamide FC=1C(=C(C(=CC1)C(C)C)NC(=O)N=[S@@](=O)(N)C1=CN=C(S1)C(C)(C)O)C(C)C